O=C1C[C@H]2[C@H](N1)CCC2 (3aS,6R,6aR)-2-oxooctahydrocyclopenta[b]pyrrol